Cl.CN(CCCOC1=NC=C(C=C1NS(=O)(=O)C1=C(C=CC=C1)F)C1=CC=2C3=C(C=NC2C=C1)N(C(C31CCC1)=O)C)C N-(2-(3-(Dimethylamino)propoxy)-5-(3'-methyl-2'-oxo-2',3'-dihydrospiro[cyclobutane-1,1'-pyrrolo[2,3-c]quinolin]-8'-yl)pyridin-3-yl)-2-fluorobenzenesulfonamide hydrochloride